C(CC(=C)C)C=1C(=C(C(=O)O)C=CC1OC)OC 3-Isopentenyl-2,4-dimethoxybenzoic acid